C(C)(=O)N[C@H](CC1=CC=CC2=CC=CC=C12)C(=O)O (R)-N-acetyl-beta-naphthylalanine